OC1=CC=C(C=C1)C(C=CC1=CC=C(C=C1)Br)=O 1-(4-hydroxyphenyl)-3-p-bromophenyl-2-propen-1-one